COC(=O)C1=C(SC(=C1)Cl)N1C(=C(C=C1C)\C=C(\C1=NC2=C(C=NC(=C2)OC)N1)/C#N)C (E)-5-chloro-2-(3-(2-cyano-2-(6-methoxy-3H-imidazo[4,5-c]pyridin-2-yl)vinyl)-2,5-dimethyl-1H-pyrrol-1-yl)thiophene-3-carboxylic acid methyl ester